1,2-diiodocyclopentane IC1C(CCC1)I